6-bromo-1-((6-chloro-5-(hydroxymethyl)-2-(methylthio)pyrimidin-4-yl)methyl)-7-fluoro-2,3-dihydro-1H-inden-1-olAl BrC1=CC=C2CC(C(C2=C1F)(O)CC1=NC(=NC(=C1CO)Cl)SC)C=O